C(C)C1(CCC(CC1)NC1=NN2C(C(=N1)OC)=C(C(=C2)F)C2=CC=1N(C=C2)N=CC1C(=O)NC)O 5-(2-(((1s,4s)-4-ethyl-4-hydroxycyclohexyl)amino)-6-fluoro-4-methoxypyrrolo[2,1-f][1,2,4]triazin-5-yl)-N-methylpyrazolo[1,5-a]pyridine-3-carboxamide